BrCC1=CC(=C(C=C1)[C@@H]1COCCCN1C(=O)OC(C)(C)C)Cl |r| (+/-)-tert-butyl 3-[4-(bromomethyl)-2-chloro-phenyl]-1,4-oxazepane-4-carboxylate